C1(CC1)C=1C=C(C=CC1)C1CCN(CC1)C(=O)C1CC2(C1)NC(OC2)=O (2s,4s)-2-(4-(3-cyclopropylphenyl)piperidine-1-carbonyl)-7-oxa-5-azaspiro[3.4]octan-6-one